6-methyl-4-[(1-methylcyclopropyl)amino]-N-[1-(pyrazin-2-yl)piperidin-4-yl]furo[2,3-d]pyrimidine-5-carboxamide CC1=C(C2=C(N=CN=C2NC2(CC2)C)O1)C(=O)NC1CCN(CC1)C1=NC=CN=C1